C(C)(C)N1OC(C2C1C(CC(C2)(C)C2=C(C=CC=C2)OC)C)(C)C 1-Isopropyl-5-(2-methoxyphenyl)-3,3,5,7-tetramethyloctahydrobenzo[c]isoxazol